COC1=C(C=C(C=C1)C(C)(C)C1=NN(C=N1)C)S(=O)(=O)N 2-methoxy-5-(2-(1-methyl-1H-1,2,4-triazol-3-yl)propan-2-yl)benzenesulfonamide